tert-Butyl 5-methyl-7-(4,4,5,5-tetramethyl-1,3,2-dioxaborolan-2-yl)-1,3,4,5-tetrahydro-2H-pyrido[4,3-b]indole-2-carboxylate CN1C2=C(C=3C=CC(=CC13)B1OC(C(O1)(C)C)(C)C)CN(CC2)C(=O)OC(C)(C)C